Cl.Cl.NC1=NC2=CC=C(C(=C2C(N1)=O)SC1=CC=NC=C1)C 2-amino-3,4-dihydro-6-methyl-4-oxo-5-(4-pyridylthio)quinazoline dihydrochloride